2-(4,4-dimethylazepan-1-yl)-N-(3-sulfamoyl-phenyl)-5-(trifluoro-methyl)nicotinamide CC1(CCN(CCC1)C1=C(C(=O)NC2=CC(=CC=C2)S(N)(=O)=O)C=C(C=N1)C(F)(F)F)C